((2R,3R)-3-phenyl-1,4-dioxaspiro[4.5]dec-2-yl)methanol C1(=CC=CC=C1)[C@@H]1[C@H](OC2(O1)CCCCC2)CO